C(CC1=CC=CC=C1)C=1OC2=CC=CC=C2C(C1)=O 2-PHENETHYL-4H-chromen-4-one